CC(C(=O)N1CC(C1)N1N=CC(=C1)C=1N=C(C=2N(C1)N=CC2)C=2C=NN(C2)C(CC)CC)C 2-methyl-1-(3-(4-(4-(1-(pentan-3-yl)-1H-pyrazol-4-yl)pyrazolo[1,5-a]pyrazin-6-yl)-1H-pyrazol-1-yl)azetidin-1-yl)propan-1-one